O(C1=CC=CC=C1)CCOCCNCCOCCOC1=CC=CC=C1 Bis[2-(2-phenoxyethoxy)ethyl]amine